N1C=NCC1 4,5-DihydroImidazole